C(C)(C)(C)C1=C(C(=CC(=C1)O)C(C)(C)C)OC(CC)=O 2,6-di-tert-butyl-4-hydroxyphenylpropionate